N-(3-(1H-imidazol-1-yl)benzyl)-2-(2-(2-(benzyloxy)ethoxy)ethoxy)-N-(3-methoxybenzyl)pyridin-4-amine N1(C=NC=C1)C=1C=C(CN(C2=CC(=NC=C2)OCCOCCOCC2=CC=CC=C2)CC2=CC(=CC=C2)OC)C=CC1